ClC(C1=C(C(=CC(=C1)C(F)(F)F)F)F)=NO alpha-chloro-2,3-difluoro-5-trifluoromethylbenzaldehyde oxime